CNC(CC=1C=C2C=C(NC2=C(C1)NC1CCOCC1)C1=CC=CC=C1)=O N-methyl-2-(2-phenyl-7-((tetrahydro-2H-pyran-4-yl)amino)-1H-indol-5-yl)acetamide